S1C(=NC2=C1C=CC=C2)NC(=O)C=2C=CC=C1CCNC(C21)C N-(benzo[d]thiazol-2-yl)-1-methyl-1,2,3,4-tetrahydroisoquinoline-8-carboxamide